C(CCCCC)N(CCCCCC)CCCCCC Trihexylamin